C(N)(=O)C=1N(N=C2C1N=CC=C2N2CCN(C1(CCC1)C2)C(=O)OC(C)(C)C)C2=CC=C(C=C2)OC2=CC=CC=C2 tert-butyl 8-(3-carbamoyl-2-(4-phenoxyphenyl)-2H-pyrazolo[4,3-b]pyridin-7-yl)-5,8-diazaspiro[3.5]nonane-5-carboxylate